CC1=NC(=NC2=CC=CC=C12)CN1C(=O)N(C=2N=C(N(C2C1=O)CC#CC)N(C)C[C@H](C)N)C 1-[(4-Methyl-quinazoline-2-yl)methyl]-3-methyl-7-(2-butyne-1-yl)-8-[(S)-(2-amino-propyl)-methylamino]-xanthine